4-[5-[(1R)-2-amino-1-fluoroethyl]pyrimidin-2-yl]-3-[2-methyl-5-(trifluoromethyl)pyrazol-3-yl]oxybenzonitrile NC[C@H](F)C=1C=NC(=NC1)C1=C(C=C(C#N)C=C1)OC=1N(N=C(C1)C(F)(F)F)C